2-(2-toluenesulfonylhydrazono)acetyl chloride C(C1=CC=CC=C1)S(=O)(=O)NN=CC(=O)Cl